C(#N)C1=CC=C(C=C1)C=1C=C2C=C(N(C2=CC1C1=CC=C(C=C1)C)C)C(=O)NC1CCNCC1 5-(4-cyanophenyl)-1-methyl-N-(piperidin-4-yl)-6-(p-tolyl)-1H-indole-2-carboxamide